5-((4-(cyclopentyl(methyl)amino)-5-methylpyrimidin-2-yl)amino)benzo[c][1,2]oxaborol-1(3H)-ol C1(CCCC1)N(C1=NC(=NC=C1C)NC1=CC2=C(B(OC2)O)C=C1)C